tert-butyl (2R)-3-(cyanomethyl)-3-(2-ethoxy-1,1-difluoro-2-oxo-ethyl)-2-methyl-azetidine-1-carboxylate C(#N)CC1([C@H](N(C1)C(=O)OC(C)(C)C)C)C(C(=O)OCC)(F)F